OC1=C(C=O)C=C(C=C1C=O)Cl 2-hydroxy-5-chloroisophthalaldehyde